N-((1r,3s)-3-((6-chloro-2-(trifluoromethyl)quinolin-4-yl)amino)cyclohexyl)benzamide ClC=1C=C2C(=CC(=NC2=CC1)C(F)(F)F)N[C@@H]1C[C@@H](CCC1)NC(C1=CC=CC=C1)=O